COC(=O)C12CC(C1)(C2)C2=NN1C(C=3C=NN=C(C3C(C1)C)C(C)=O)=C2 3-(4-acetyl-5-methyl-5,6-dihydropyrazolo[1',5':1,2]pyrido[3,4-d]pyridazin-9-yl)bicyclo[1.1.1]pentane-1-carboxylic acid methyl ester